C[C@@H]1N(CC1)C=1N=C(C2=C(N1)CCC2)C=2C=C1[C@]3(C(NC1=CC2)=O)[C@H](C3)C(=O)N |&1:17,24| rac-(1R,2S)-5'-(2-((S)-2-methylazetidin-1-yl)-6,7-dihydro-5H-cyclopenta[d]pyrimidin-4-yl)-2'-oxospiro[cyclopropane-1,3'-indoline]-2-carboxamide